(5-(3,5-Difluorophenyl)-4,5-dihydro-1H-pyrazol-1-yl)(3-((5-fluoro-2H-indazol-2-yl)methyl)bicyclo[1.1.1]pentan-1-yl)methanone FC=1C=C(C=C(C1)F)C1CC=NN1C(=O)C12CC(C1)(C2)CN2N=C1C=CC(=CC1=C2)F